CC1=NNC=C1 methyl-diazole